3-(3-(4-((2,3-difluoropyridin-4-yl)methyl)benzyl)isoxazol-5-yl)pyridin-2-amine FC1=NC=CC(=C1F)CC1=CC=C(CC2=NOC(=C2)C=2C(=NC=CC2)N)C=C1